Glycerol Di-Acetate Mono-L-(+)-Lactate C([C@@H](O)C)(=O)OCC(COC(C)=O)OC(C)=O